ClC1=CC2=C(NC(=N2)C)C=C1C1=CC2=C(N=C(N=C2)NC2=CC=C(C=C2)C2CCN(CC2)CC)N2C1=NN=C2 6-(5-chloro-2-methyl-1H-benzo[d]imidazol-6-yl)-N-(4-(1-ethylpiperidin-4-yl)phenyl)-[1,2,4]triazolo[4',3':1,6]pyrido[2,3-d]pyrimidin-2-amine